C(N)(=O)C=1C=CC(=NC1)C1(OC2=C(O1)C=CC=C2C2=CC(=C(CC1=NC3=C(N1CCOC)C=C(C=C3)C(=O)O)C(=C2)F)F)C 2-(4-(2-(5-carbamoylpyridin-2-yl)-2-methylbenzo[d][1,3]dioxol-4-yl)-2,6-difluorobenzyl)-1-(2-methoxyethyl)-1H-benzo[d]imidazole-6-carboxylic acid